ClC1=C(C(=NC=C1)C#N)C(C)OC1CCOCC1 chloro-3-(1-((tetrahydro-2H-pyran-4-yl)oxy)ethyl)pyridinecarbonitrile